C1=CC=C(C=2C3=CC=CC=C3NC12)OCC(CNCCOC1=C(C=CC=C1)OC)O 1-(9H-carbazole-4-oxy)-3-[2-(2-methoxyphenoxy)ethylamino]-2-propanol